3,3-bis((5-methylhexyl)oxy)propanoic acid CC(CCCCOC(CC(=O)O)OCCCCC(C)C)C